3-Formylphenoxyacetic acid ethyl ester C(C)OC(COC1=CC(=CC=C1)C=O)=O